CCCCCCCC\C=C/CC (Z)-9-dodecene